(2R)-2-bromo-2-fluoro-amyl acetate C(C)(=O)OC[C@](CCC)(F)Br